ClC=1C=C2C(=CC(=NC2=CC1)C(F)(F)F)NCC1(CC(C1)O)C1=NC=C(C=C1)F 3-(((6-Chloro-2-(trifluoromethyl)quinolin-4-yl)amino)methyl)-3-(5-fluoropyridin-2-yl)cyclobutan-1-ol